C(C)(C)(C)OC(=O)N1C[C@H]2CO[C@@](CN2CC1)(C=1C(NC(=CC1)C(F)(F)F)=O)O.FC(F)(F)N1C(C=CC=C1)=O (trifluoromethyl)-1H-pyridin-2-one tert-butyl-(3R,9aS)-3-hydroxy-3-(2-oxo-6-(trifluoromethyl)-1,2-dihydropyridin-3-yl)hexahydropyrazino[2,1-c][1,4]oxazine-8(1H)-carboxylate